benzyl (6R)-6-{[2-(1,5-dimethyl-1H-pyrazol-4-yl)-7-fluoro[1,2,4]triazolo[1,5-c]quinazolin-5-yl]amino}-5-oxo-1,4-diazepane-1-carboxylate CN1N=CC(=C1C)C1=NN2C(=NC=3C(=CC=CC3C2=N1)F)N[C@H]1C(NCCN(C1)C(=O)OCC1=CC=CC=C1)=O